O1COC2=C1C=CC(=C2)CN2C(=C(C=C2C2=CC=CC=C2)C(=O)N)C 1-(1,3-benzodioxol-5-ylmethyl)-2-methyl-5-phenyl-pyrrole-3-carboxamide